methyl 2-((R)-2-((R)-3-methyl-1-((S)-3-phenyl-2-(pyrazine-2-carboxamido)propanamido) butyl)-5-oxo-1,3,2-dioxaborolan-4-yl)acetate CC(C[C@H](NC([C@H](CC1=CC=CC=C1)NC(=O)C1=NC=CN=C1)=O)B1OC([C@H](O1)CC(=O)OC)=O)C